(1S)-2,2-difluorocyclohexanamine hydrochloride Cl.FC1([C@H](CCCC1)N)F